NC1=NC=CC(=C1)N1C=C(C(C2=CC(=C(C=C12)F)F)=O)C(=O)O 1-(2-aminopyridin-4-yl)-6,7-difluoro-4-oxoquinoline-3-carboxylic acid